(2R)-2-(methoxycarbonylamino)-3-methyl-butanoic acid COC(=O)N[C@@H](C(=O)O)C(C)C